5-bromo-2-methyl-N-(1-(naphthalen-1-yl)cyclopropyl)benzamide BrC=1C=CC(=C(C(=O)NC2(CC2)C2=CC=CC3=CC=CC=C23)C1)C